4-[[4-[(2,4,6-trimethylphenyl)amino]-2-pyrimidinyl]amino]benzonitrile CC1=C(C(=CC(=C1)C)C)NC1=NC(=NC=C1)NC1=CC=C(C#N)C=C1